2-(3-(4-bromo-3-(3-hydroxypropoxy)phenyl)-1-(tetrahydro-2H-pyran-2-yl)-1H-pyrazolo[3,4-c]pyridin-5-yl)-3-fluorophenol BrC1=C(C=C(C=C1)C1=NN(C2=CN=C(C=C21)C2=C(C=CC=C2F)O)C2OCCCC2)OCCCO